FC1([C@@H](C1)C=1NC=C(N1)CC1=CC=NC=C1)F (S)-4-((2-(2,2-Difluorocyclopropyl)-1H-imidazol-4-yl)methyl)pyridine